NC1=NC=CC(=C1)C1=C(C=2C(N(C(CC2N1)C)C)=O)NC1=C(C=CC=C1)F (-)-2-(2-aminopyridin-4-yl)-3-(2-fluoroanilino)-5,6-dimethyl-1,5,6,7-tetrahydro-4H-pyrrolo[3,2-c]pyridin-4-one